tert-butyl 6-(6-chloro-3-methylpyrazin-2-yl)-2,6-diazaspiro[3.4]octane-2-carboxylate ClC1=CN=C(C(=N1)N1CC2(CN(C2)C(=O)OC(C)(C)C)CC1)C